O=C1OC(C2=NC=C(C=C21)S(=O)(=O)C=2C=C1C(=NC2)C(OC1=O)=O)=O 3-({5,7-dioxo-5H,7H-furo[3,4-b]pyridin-3-yl}sulfonyl)-5H,7H-furo[3,4-b]pyridine-5,7-dione